4-[2-(5-methoxy-2-pyridinyl)ethynyl]-N1-methyl-2,7-naphthyridine-1,6-diamine COC=1C=CC(=NC1)C#CC1=CN=C(C2=CN=C(C=C12)N)NC